2-pyrimidin-2-yl-3-[3-(fluoromethyl)-2-methyl-azetidine-1-carbonyl]-4H-pyrazolo[1,5-a]pyrimidin-7-one N1=C(N=CC=C1)C1=NN2C(NC=CC2=O)=C1C(=O)N1C(C(C1)CF)C